C(C)(C)(C)OC(=O)N1CC2(C1)CCC(CC2)OC2=NC(=C(C=C2)Br)OC 7-((5-bromo-6-methoxypyridin-2-yl)oxy)-2-azaspiro[3.5]Nonane-2-carboxylic acid tert-butyl ester